C(C1=CC=CC=C1)SC1=NN(C(=C1)CC1CC1)C 3-(benzylsulfanyl)-5-(cyclopropylmethyl)-1-methyl-1H-pyrazole